4-(8-fluoro-7-methyl-imidazo[1,2-a]pyridin-3-yl)-7-[[5-(4-hydroxy-1-piperidyl)-2-pyridyl]amino]isoindolin-1-one FC=1C=2N(C=CC1C)C(=CN2)C2=C1CNC(C1=C(C=C2)NC2=NC=C(C=C2)N2CCC(CC2)O)=O